tert-butyl (trans-4-((benzylcarbamoyl) (5-(1-methyl-1H-pyrazol-4-yl)pyrimidin-2-yl)amino)cyclohexyl)carbamate C(C1=CC=CC=C1)NC(=O)N([C@@H]1CC[C@H](CC1)NC(OC(C)(C)C)=O)C1=NC=C(C=N1)C=1C=NN(C1)C